C1OCCN2[C@H]1CCC2 (6S,8aS)-hexahydro-1H-pyrrolo[2,1-c][1,4]oxazin